3-{[1-({(3R,4R)-1-[(2-bromo-1,3-thiazol-5-yl)methyl]-3-phenylpiperidin-4-yl}carbonyl)-4-hydroxypiperidin-4-yl]methyl}-7-(4-chlorophenyl)-3,7-dihydro-4H-pyrrolo[2,3-d]pyrimidin-4-one BrC=1SC(=CN1)CN1C[C@H]([C@@H](CC1)C(=O)N1CCC(CC1)(O)CN1C=NC2=C(C1=O)C=CN2C2=CC=C(C=C2)Cl)C2=CC=CC=C2